ClC=1C(=CC(=NC1)C#N)C=1NC2=CC(=C(C(=C2C(C1)=O)F)N1CC(CCC1)C(=O)N(C)C)F 1-[2-(5-chloro-2-cyano-4-pyridyl)-5,7-difluoro-4-oxo-1H-quinolin-6-yl]-N,N-dimethyl-piperidine-3-carboxamide